[Si](C1=CC=CC=C1)(C1=CC=CC=C1)(C(C)(C)C)OCCCNC(CCCCC(=O)OC(CSCCCCCC)CCCCCC)CCCCC(=O)OC(CSCCCCCC)CCCCCC bis(1-(Hexylthio)octan-2-yl) 6-((3-((tert-butyldiphenylsilyl)oxy)propyl)amino)-undecanedioate